(M)-3-amino-4-(5-methyl-1H-indazol-4-yl)-1,5-naphthyridine-2-carboxamide NC=1C(=NC2=CC=CN=C2C1C1=C2C=NNC2=CC=C1C)C(=O)N